BrC=1C=C(C=C(C1)Cl)C(C(=O)OC(C)(C)C)=O tert-butyl 2-(3-bromo-5-chlorophenyl)-2-oxoacetate